C(C)(C)(C)OC(=O)N1[C@@H](CCC1)C[C@H](CSC1=CC=CC=C1)N (S)-2-((R)-2-amino-3-(phenylsulfanyl)propyl)pyrrolidine-1-carboxylic acid tert-butyl ester